COC1=CC=C(OC2=NC3=C(N=C(C(=C3C=C2)O)C(=O)NCC(=O)O)Cl)C=C1 2-(2-(4-methoxyphenoxy)-5-hydroxy-8-chloro-1,7-naphthyridine-6-carboxamido)acetic acid